[Si](C)(C)(C(C)(C)C)OCCCC(O)C12CN(CC(CC1)N2C(=O)OC(C)(C)C)C(C2=CC=CC=C2)(C2=CC=CC=C2)C2=CC=CC=C2 tert-butyl 1-(4-{[tert-butyl(dimethyl)silyl]oxy}-1-hydroxybutyl)-3-(triphenylmethyl)-3,8-diazabicyclo[3.2.1]octane-8-carboxylate